2-bromo-3-(2-fluorophenyl)-6,6-dimethyl-1,5,6,7-tetrahydro-4H-pyrrolo[3,2-c]pyridin-4-one BrC1=C(C=2C(NC(CC2N1)(C)C)=O)C1=C(C=CC=C1)F